FC(C(=O)O)(F)F.C1=C2N(CC=N1)C(CC2)C(=O)N 4,6,7,8-tetrahydropyrrolo[1,2-a]pyrazine-6-carboxamide trifluoroacetate